(2R)-2-(pent-4-ynamido)butanedioic acid C(CCC#C)(=O)N[C@@H](C(=O)O)CC(=O)O